Cl.Cl.ClC=1C=C2C(=NC1)[C@H](C1(O2)CC1)CN |o1:9| rel-1-[(3'R)-6'-chloro-3'H-spiro[cyclopropane-1,2'-furo[3,2-b]pyridin]-3'-yl]methylamine dihydrochloride